(S)-N-(5-chloro-6-((dimethyl(oxo)-λ6-sulfaneylidene)amino)pyridin-3-yl)-2-fluoro-8,8-dimethyl-7,8-dihydro-6H-cyclopenta[e]pyrazolo[1,5-a]pyrimidine-6-carboxamide ClC=1C=C(C=NC1N=S(=O)(C)C)NC(=O)[C@H]1CC(C2=C1C=NC=1N2N=C(C1)F)(C)C